(11Z,13Z)-11,13-Hexadecadienal C(CCCCCCCCC\C=C/C=C\CC)=O